3-(3-chloro-4-(9-(2,3-dichlorobenzyl)-6-(1-methylcyclopropoxy)-9H-purin-8-yl)phenoxy)propanoic acid ClC=1C=C(OCCC(=O)O)C=CC1C=1N(C2=NC=NC(=C2N1)OC1(CC1)C)CC1=C(C(=CC=C1)Cl)Cl